CC1=CCC(CC1)C=O 4-methyl-3-cyclohexenecarbaldehyde